cis-2-octene-1,8-dicarboxylic acid anhydride C1\C=C/CCCCCC(=O)OC1=O